N-[(6-Cyclopent-3-en-1-yloxy-2-pyridyl)sulfonyl]-2-(2,2,4-trimethylpyrrolidin-1-yl)pyridin-3-carboxamid C1(CC=CC1)OC1=CC=CC(=N1)S(=O)(=O)NC(=O)C=1C(=NC=CC1)N1C(CC(C1)C)(C)C